C(C=CCCCCC)(=O)[O-].[Cr+3].C(C=CCCCCC)(=O)[O-].C(C=CCCCCC)(=O)[O-] chromium(III) octenoate